C(C1=CC=CC=C1)N1C(=CC(=C1)C1=C(C=CC(=C1)F)F)[C@@H](C(C)(C)C)N(CC[C@@H](C(=O)O)NC(=O)OC(C)(C)C)C(CO)=O (2S)-4-[{(1R)-1-[1-benzyl-4-(2,5-difluorophenyl)-1H-pyrrol-2-yl]-2,2-dimethylpropyl}(hydroxyacetyl)amino]-2-[(tert-butoxycarbonyl)amino]butanoic acid